C/C(=C/C=O)/CC\C=C(\CCC=C(C)C)/C (2Z,6E)-3,7,11-trimethyldodeca-2,6,10-trienal